COC(=O)C1=NC(=NC(=C1I)OCC1=CC=CC=C1)SC.ClC1=C(N)C(=C(C=C1OC)OC)Cl 2,6-dichloro-3,5-dimethoxyaniline methyl-6-(benzyloxy)-5-iodo-2-(methylthio)pyrimidine-4-carboxylate